O1C(=CC=C1C(=O)[O-])C(=O)[O-] 2,5-furandiformate